CN1CC2=CC=C(C=C2CC1)C1=CN(C2=NC=C(C=C21)C2=CC=C(CN1CC(CCC1)CO)C=C2)S(=O)(=O)C2=CC=C(C)C=C2 (1-(4-(3-(2-methyl-1,2,3,4-tetrahydroisoquinolin-6-yl)-1-tosyl-1H-pyrrolo[2,3-b]pyridin-5-yl)benzyl)piperidin-3-yl)methanol